(S)-1-(6-chloropyrimidin-4-yl)propan-2-ol ClC1=CC(=NC=N1)C[C@H](C)O